ethyl 5-cyclopropyl-4-methyl-1,3-oxazole-2-carboxylate C1(CC1)C1=C(N=C(O1)C(=O)OCC)C